NC1CCC(N(C1)C(=O)OC(C)(C)C)C(=O)[O-] tert-butyl 5-aminopiperidine-1,2-dicarboxylate